OCCCS(=O)(=O)O.C(C)(C)N(C(C)C)CC N,N-diisopropylethylamine 3-hydroxypropanesulfonate salt